NC1CCN(CC12CC2)C(=O)OC(C)(C)C tert-butyl 8-amino-5-azaspiro[2.5]octane-5-carboxylate